4-(difluoromethyl)-5-[4-(3,7-dioxa-9-azabicyclo[3.3.1]nonan-9-yl)-6-(3-oxa-8-azabicyclo[3.2.1]octan-8-yl)-1,3,5-triazin-2-yl]pyridin-2-amine FC(C1=CC(=NC=C1C1=NC(=NC(=N1)N1C2COCC1COC2)N2C1COCC2CC1)N)F